8-(3-chloropropoxy)carbonyl-5H-fluorantheno[3,2-b]pyran ClCCCOC(=O)C1=C2C=3C=CC=CC3C=3C=CC=C(C23)C=2OCC=CC21